C(CC)[C@@H]1C[C@@H]2CC[C@H](C[C@H]2CC1)C1(CCCCC1)C=O ((2R,4aS,6S,8aR)-6-propyldecalin-2-yl)cyclohexane-1-carbaldehyde